CC(C)=CCC 2-methyl-2-Pentene